6-(1-(2-fluoro-2-methylpropyl)-4-(4-fluorophenyl)-1H-imidazol-5-yl)imidazo[1,2-b]pyridazine-3-carbonitrile FC(CN1C=NC(=C1C=1C=CC=2N(N1)C(=CN2)C#N)C2=CC=C(C=C2)F)(C)C